1-(5-bromothiazol-2-yl)pyrrolidin-3-ol BrC1=CN=C(S1)N1CC(CC1)O